5-fluoro-1-tosyl-3-(trifluoromethyl)indoline-6-sulfonyl chloride FC=1C=C2C(CN(C2=CC1S(=O)(=O)Cl)S(=O)(=O)C1=CC=C(C)C=C1)C(F)(F)F